C(CCCCCCC)N(C(COCC(=O)N(CCCCCCCC)CCCCCCCC)=O)CCCCCCCC N,N,N',N'-tetraoctyldiglycolamide